CC1=C(C=NC=C1C1=CC=C(C=C1)N1C(CCC1)=O)C1=C2C(=NC=C1)NC(=C2)C(=O)OC methyl 4-(4-methyl-5-(4-(2-oxopyrrolidin-1-yl) phenyl) pyridin-3-yl)-1H-pyrrolo[2,3-b]pyridine-2-carboxylate